tert-butyl N-[2-[(3-fluorophenyl)methyl]thiazol-5-yl]carbamate FC=1C=C(C=CC1)CC=1SC(=CN1)NC(OC(C)(C)C)=O